tert-butyl (2-((4-(4-(((6-methoxy-2-(2-methoxyimidazo[2,1-b][1,3,4]thiadiazol-6-yl)benzofuran-4-yl)oxy)methyl)thiazol-2-yl)tetrahydro-2H-pyran-4-yl)amino)-2-oxoethyl)carbamate COC1=CC2=C(C=C(O2)C=2N=C3SC(=NN3C2)OC)C(=C1)OCC=1N=C(SC1)C1(CCOCC1)NC(CNC(OC(C)(C)C)=O)=O